C(N)(=O)C=1C=C(C(=C2C(=C(NC12)C)Cl)C1CN(CCC1)C(=O)OC(C)(C)C)F tert-butyl 3-(7-carbamoyl-3-chloro-5-fluoro-2-methyl-1H-indol-4-yl)piperidine-1-carboxylate